[Si](C1=CC=CC=C1)(C1=CC=CC=C1)(C(C)(C)C)OCC[C@H]1CN(CCN1C(=O)C1=C(C=C2C=C(C(=NC2=C1)OC)CC)F)C(=O)OC(C)(C)C tert-butyl (S)-3-(2-((tert-butyldiphenylsilyl)oxy)ethyl)-4-(3-ethyl-6-fluoro-2-methoxyquinoline-7-carbonyl)piperazine-1-carboxylate